3-(but-2-ynoyl)-4-phenyloxazolidin-2-one C(C#CC)(=O)N1C(OCC1C1=CC=CC=C1)=O